(R)-1-(((1R,4R)-4-(5-(imidazo[1,2-b]pyridazin-3-ylcarbamoyl)-6-methoxy-2H-indazol-2-yl) cyclohexyl) (methyl) amino)-1-oxopropan-2-yl acetate C(C)(=O)O[C@@H](C(=O)N(C)C1CCC(CC1)N1N=C2C=C(C(=CC2=C1)C(NC1=CN=C2N1N=CC=C2)=O)OC)C